4-((6-chloroquinolin-4-yl)amino)-N-(4-(pyridin-4-ylamino)phenyl)benzamide ClC=1C=C2C(=CC=NC2=CC1)NC1=CC=C(C(=O)NC2=CC=C(C=C2)NC2=CC=NC=C2)C=C1